P(=O)(OC[C@@H](COC(CCCCCCCCCCCCC)=O)OC(CCCCCCCCCCCCC)=O)(OCC1OC(OC1)CCCCCCCCCCCCCCCCC)[O-] (R)-2,3-bis(tetradecanoyloxy)propyl ((2-heptadecyl-1,3-dioxolan-4-yl)methyl) phosphate